ClC1=NC=NC(=C1C(C1CCN(CC1)C(=O)OC(C)(C)C)O)Cl tert-Butyl 4-[(4,6-dichloropyrimidin-5-yl)-hydroxy-methyl]piperidine-1-carboxylate